2-(4-methylpiperazin-1-yl)-1-(5-((4-(piperidin-1-yl)phenyl)amino)isoindolin-2-yl)ethan-1-one CN1CCN(CC1)CC(=O)N1CC2=CC=C(C=C2C1)NC1=CC=C(C=C1)N1CCCCC1